(3-fluoro-4-(methylthio)phenyl)methanol FC=1C=C(C=CC1SC)CO